2-oxa-7-thia-3,8-disiladecene CO[SiH]=CCCS[SiH2]CC